5-(7-azabicyclo[2.2.1]heptan-7-yl)-3-(6-((R)-3-methylpiperazin-1-yl)pyridin-3-yl)-1H-pyrazolo[4,3-d]pyrimidine C12CCC(CC1)N2C=2N=CC1=C(N2)C(=NN1)C=1C=NC(=CC1)N1C[C@H](NCC1)C